(3,5-dichlorophenyl)-N-ethyl-N-(ethanesulfonyl)-7-methoxy-8-(1-methyl-1H-pyrazol-3-yl)-1,4-dihydrobenzopyrano[4,3-c]pyrazole-3-carboxamide ClC=1C=C(C=C(C1)Cl)N1N=C(C2=C1C1=C(OC2)C=C(C(=C1)C1=NN(C=C1)C)OC)C(=O)N(S(=O)(=O)CC)CC